COC(C1=CC=CC=C1)=O Methyl-benzoat